The molecule is a glycosyloxyflavone and a monosaccharide sulfate that is the 8-O-beta-D-glucuronopyranoside-3''-O-sulfate derivative of hypolaetin. It has been isolated from the seeds of Theobroma grandiflorum and has been shown to exhibit antioxidant activity. It has a role as an antioxidant and a plant metabolite. It is a glucosiduronic acid, a glycosyloxyflavone and a monosaccharide sulfate. It derives from a hypolaetin. C1=CC(=C(C=C1C2=CC(=O)C3=C(O2)C(=C(C=C3O)O)O[C@H]4[C@@H]([C@H]([C@@H]([C@H](O4)C(=O)O)O)OS(=O)(=O)O)O)O)O